C([O-])([O-])=O.[N+3].N.C([O-])([O-])=O.C([O-])([O-])=O.[N+3] ammonia nitrogen carbonate